2-(4-(3-isopropyl-2-(2,3,8-trimethylimidazo[1,2-a]pyridin-6-yl)-1H-indol-5-yl)piperidin-1-yl)-N,N-dimethylacetamide C(C)(C)C1=C(NC2=CC=C(C=C12)C1CCN(CC1)CC(=O)N(C)C)C=1C=C(C=2N(C1)C(=C(N2)C)C)C